N-[3-[5-cyclopropylsulfanyl-2-(difluoromethoxy)phenyl]-1-[2-[4-[2-morpholinoethyl]piperazin-1-yl]-2-oxo-ethyl]pyrazol-4-yl]pyrazolo[1,5-a]pyrimidine-3-carboxamide C1(CC1)SC=1C=CC(=C(C1)C1=NN(C=C1NC(=O)C=1C=NN2C1N=CC=C2)CC(=O)N2CCN(CC2)CCN2CCOCC2)OC(F)F